(3S,5R)-1-benzyl-3-isopropyl-5-methylpiperazine C(C1=CC=CC=C1)N1C[C@@H](N[C@@H](C1)C)C(C)C